CC1N(CC2(C1)CCCC2)S(=O)(=O)C=2SC=CC2 3-Methyl-2-(thiophen-2-ylsulfonyl)-2-azaspiro[4.4]nonane